N-(2-(Azetidin-1-ylmethyl)benzyl)-3,3,3-trifluoro-N-(2-oxo-2-((2'-oxo-1,1',2,3-tetrahydrospiro[indene-2,3'-pyrrolo[2,3-b]pyridin]-5-yl)amino)ethyl)propanamide N1(CCC1)CC1=C(CN(C(CC(F)(F)F)=O)CC(NC=2C=C3CC4(C(NC5=NC=CC=C54)=O)CC3=CC2)=O)C=CC=C1